C1(=CC=CC=C1)[C@H]1N(OCC1)C1=CC(=CC=C1)B1OC(C(O1)(C)C)(C)C (S)-3-phenyl-N-(3-(4,4,5,5-tetramethyl-1,3,2-dioxaborolan-2-yl)phenyl)isoxazolidin